COCCOCCOCCOCCOCCOCCOS(=O)(=O)C1=CC=C(C=C1)C 4-methylbenzenesulfonic acid 2,5,8,11,14,17-hexaoxanonadecan-19-yl ester